Cl.ClC=1C=C(CNN)C=CC1Cl 3,4-dichlorobenzyl-hydrazine hydrochloride